N-{2-[benzyl(methyl)amino]ethyl}-3-[(6-phenylpyridazin-3-yl)amino]benzamide C(C1=CC=CC=C1)N(CCNC(C1=CC(=CC=C1)NC=1N=NC(=CC1)C1=CC=CC=C1)=O)C